C1=CC=CC=2C3=CC=CC=C3N(C12)C1=NC(=C(C(=C1N1C2=CC=C(C=C2C=2C=C(C=CC12)C1=CC=CC=C1)C1=CC=CC=C1)C=1C=NC=CC1)N1C2=CC=C(C=C2C=2C=C(C=CC12)C1=CC=CC=C1)C1=CC=CC=C1)N1C2=CC=CC=C2C=2C=CC=CC12 9,9'-(2',6'-di(9H-carbazol-9-yl)-[3,4'-bipyridine]-3',5'-diyl)bis(3,6-diphenyl-9H-carbazole)